(3R,4S,5S)-4-((S)-2-(((benzyloxy)carbonyl)amino)-N,3-dimethylbutanamido)-3-methoxy-5-methylheptanoic acid C(C1=CC=CC=C1)OC(=O)N[C@H](C(=O)N(C)[C@H]([C@@H](CC(=O)O)OC)[C@H](CC)C)C(C)C